2-chloro-3,5-difluoropyridine ClC1=NC=C(C=C1F)F